2-((3-(4-(pyridin-2-yloxy)-2-(trifluoromethyl)phenyl)-1,2,4-oxadiazol-5-yl)methyl)acrylic acid N1=C(C=CC=C1)OC1=CC(=C(C=C1)C1=NOC(=N1)CC(C(=O)O)=C)C(F)(F)F